CC1=NN(CN1)C1=C(C=C(C=C1)Cl)Cl 4,5-dihydro-3-methyl-1-(2,4-dichlorophenyl)-1,2,4-triazol